((R)-1-(3-chloropyridin-2-yl)ethyl)-4-(5-(5-fluoro-2-methoxypyridin-4-yl)-1H-pyrazole-3-carbonyl)-4-azaspiro[2.5]octane-7-carboxamide ClC=1C(=NC=CC1)[C@H](C)C1CC12N(CCC(C2)C(=O)N)C(=O)C2=NNC(=C2)C2=CC(=NC=C2F)OC